CC1(NC(C(C(C1)NCCCCCCNC1CC(NC(C1C)C)(C)C)C)C)C N,N'-bis(2,2,6,5-tetramethylpiperidin-4-yl)hexamethylenediamine